2-(2,6-dioxopiperidin-3-yl)-5-((4-(3-fluoropyridin-4-yl)piperazin-1-yl)methyl)isoindoline-1,3-dione O=C1NC(CCC1N1C(C2=CC=C(C=C2C1=O)CN1CCN(CC1)C1=C(C=NC=C1)F)=O)=O